7-chloro-1-(2-chlorophenyl)-4-(4-ethynyl-piperidin-1-yl)quinazolin-2(1H)-one ClC1=CC=C2C(=NC(N(C2=C1)C1=C(C=CC=C1)Cl)=O)N1CCC(CC1)C#C